5-[(3s,4r,5r)-3,4-dihydroxy-5-methoxy-tetrahydrofuran-2-yl]-4-methyl-oxazolidin-2-one O[C@@H]1C(O[C@H]([C@@H]1O)OC)C1C(NC(O1)=O)C